C1CC12CC(C2)C2=NOC(=C2)N 3-Spiro[2.3]hexan-5-ylisoxazole-5-amine